ClC1=CC(=C2CN(C(NC2=C1)=O)CC(=O)N[C@@H](C)C1=C(C=C(C=C1)C#N)F)F 2-(7-chloro-5-fluoro-2-oxo-1,4-dihydroquinazolin-3-yl)-N-[(1S)-1-(4-cyano-2-fluorophenyl)ethyl]acetamide